NC1=NC=NN2C1=CC=C2[C@]2([C@@H]([C@@H]([C@H](O2)COP(=O)(OC2=CC=CC=C2)N[C@H](C(=O)[O-])CC2=CC=CC=C2)O)O)C#N (2S)-2-(((((2R,3S,4R,5R)-5-(4-aminopyrrolo[2,1-f][1,2,4]triazin-7-yl)-5-cyano-3,4-dihydroxytetrahydrofuran-2-yl) methoxy) (phenoxy) phosphoryl) amino)-3-phenylpropionate